CN1N=C2C(=CC(=CC2=C1)C1=CC2=C(C=N1)N=C(S2)C2CCNCC2)C#N 2-methyl-5-[2-(piperidin-4-yl)[1,3]thiazolo[4,5-c]pyridin-6-yl]-2H-indazole-7-carbonitrile